N-(3-bromo-2,5-difluoro-6-nitrophenyl)-N-(tert-butoxycarbonyl)carbamic acid tert-butyl ester C(C)(C)(C)OC(N(C(=O)OC(C)(C)C)C1=C(C(=CC(=C1[N+](=O)[O-])F)Br)F)=O